methylimidazole bis(trifluoromethanesulfonyl)imide [N-](S(=O)(=O)C(F)(F)F)S(=O)(=O)C(F)(F)F.CC=1NC=CN1